C(#N)C1=CC=C2C=CN=C(C2=C1)NC=1C=CC(=NC1)C(=O)NCC=1C=NC=CC1 5-((7-cyanoisoquinolin-1-yl)amino)-N-(pyridin-3-ylmethyl)pyridinecarboxamide